(5S,8S)-N-(2,3-difluorobenzyl)-5-fluoro-8-hydroxy-5,6,7,8-tetrahydroquinoline-5-carboxamide FC1=C(CNC(=O)[C@]2(C=3C=CC=NC3[C@H](CC2)O)F)C=CC=C1F